ClC=1C(=NC(=NC1)NC1(CC1)CO)C1=CC=C2CN(C(C2=C1)=O)CC(=O)N[C@H](C)C1=CC(=CC=C1)OC 2-[6-(5-chloro-2-{[1-(hydroxymethyl)-cyclopropyl]-amino}-pyrimidin-4-yl)-1-oxo-2,3-dihydro-1H-isoindol-2-yl]-N-[(1R)-1-(3-methoxyphenyl)-ethyl]acetamide